C(C)OC([C@H](C)NP(OC1=CC=CC=C1)(=O)Cl)OCC Phenyl ((S)-1,1-diethoxypropan-2-yl)phosphoramidochloridate